N1CC(C1)C=1N=C(C2=C(N1)SC=N2)C2=CC=C(C=C2)OC(F)(F)F 5-(azetidin-3-yl)-7-(4-(trifluoromethoxy)phenyl)thiazolo[5,4-d]pyrimidine